N-[5-(3-fluorophenyl)thiazol-2-yl]-8-oxo-6,7-dihydro-5H-indolizine-5-carboxamide FC=1C=C(C=CC1)C1=CN=C(S1)NC(=O)C1N2C=CC=C2C(CC1)=O